3β,7α-dihydroxycholest-5-en-26-oic acid O[C@@H]1CC2=C[C@H]([C@H]3[C@@H]4CC[C@H]([C@@H](CCCC(C(=O)O)C)C)[C@]4(CC[C@@H]3[C@]2(CC1)C)C)O